N-(5-(7-chlorobenzo[d][1,3]dioxol-5-yl)-1-(2-methoxyethyl)-1H-pyrazolo[3,4-b]pyridin-3-yl)-2-methylfuran-3-carboxamide ClC1=CC(=CC2=C1OCO2)C=2C=C1C(=NC2)N(N=C1NC(=O)C1=C(OC=C1)C)CCOC